tert-butyl 4-(4-(4,4,5,5-tetramethyl-1,3,2-dioxaborolan-2-yl)phenyl)piperidine-1-carboxylate CC1(OB(OC1(C)C)C1=CC=C(C=C1)C1CCN(CC1)C(=O)OC(C)(C)C)C